1-(5-((4-Guanidinophenoxy)carbonyl)thiazol-2-yl)piperidin N(C(=N)N)C1=CC=C(OC(=O)C2=CN=C(S2)N2CCCCC2)C=C1